C1(CC1)CNC1=C2C(=NC=3C=C(C(=CC13)OC)OCC#N)CCC2 2-({9-[(cyclopropylmethyl)amino]-7-methoxy-1H,2H,3H-cyclopenta[b]quinolin-6-yl}oxy)acetonitrile